CC1(O[C@@H]2[C@H](O1)C(=C[C@H]2N2C=CC1=C2N=CN=C1)CO)C ((3aS,4R,6aR)-2,2-Dimethyl-4-(7H-pyrrolo[2,3-d]pyrimidin-7-yl)-3a,6a-dihydro-4H-cyclopenta[d][1,3]dioxol-6-yl)methanol